C(C)OP(=O)(OCC)C[C@@H](C(=O)N[C@H](C(=O)N[C@H](C(=O)NC1=CC=C(C=C1)CO)CCCNC(=O)N)C(C)C)NC(OC(C)(C)C)=O Tert-butyl ((R)-3-(diethoxyphosphoryl)-1-(((S)-1-(((S)-1-((4-(hydroxymethyl)phenyl)amino)-1-oxo-5-ureidopentan-2-yl)amino)-3-methyl-1-oxobutan-2-yl)amino)-1-oxopropan-2-yl)carbamate